C1(=CC=CC=C1)[Sb](C1=CC=CC=C1)C1=CC=CC=C1 Triphenylantimony (III)